FC(C=1C=CC=NC1OC)F 5-(difluoromethyl)-6-methoxypyridin